ClC=1C=C(C=C(C1)CC1=CC=C(C=C1)[N+](=O)[O-])CC1=CC=C(C=C1)[N+](=O)[O-] 4,4'-((5-chloro-1,3-phenylene)bis(methylene))bis(nitrobenzene)